6-(1-(3-(1H-pyrazol-1-yl)propanoyl)-1,2,5,6-tetrahydropyridin-3-yl)-4-chloro-7-fluoro-N,N-dimethylbenzo[b]thiophene-2-carboxamide N1(N=CC=C1)CCC(=O)N1CC(=CCC1)C=1C=C(C2=C(SC(=C2)C(=O)N(C)C)C1F)Cl